2,3,6,7-tetrahydro-9-methyl-1H,5H,11H-[1]benzopyrano[6,7,8-ij]quinolizin-11-one CC1=CC(OC=2C1=CC=1CCCN3CCCC2C13)=O